methyl 2-[1-[3,6-dimethyl-2-(4-methyl-1-piperidyl)-4-oxo-quinazolin-8-yl]ethylamino]benzoate CN1C(=NC2=C(C=C(C=C2C1=O)C)C(C)NC1=C(C(=O)OC)C=CC=C1)N1CCC(CC1)C